CP(=O)(C)C1=NC=C(C=N1)C=1C=C2C(=CC(=NC2=CC1F)C)N 6-[2-(dimethylphosphoryl)pyrimidin-5-yl]-7-fluoro-2-methylquinolin-4-amine